FC1=C(C=C2CN(C(C2=C1)=O)C1C(NC(CC1)=O)=O)C1CCN(CC1)CC1=CC(=CC=C1)C1=CC=2C(=C(N=NC2N[C@H](C)C2=C(C(=CC=C2)C(F)(F)F)C)C)C=N1 3-(6-fluoro-5-(1-(3-(4-methyl-1-(((R)-1-(2-methyl-3-(trifluoromethyl)phenyl)-ethyl)amino)pyrido[3,4-d]pyridazin-7-yl)benzyl)piperidin-4-yl)-1-oxoisoindolin-2-yl)piperidine-2,6-dione